C(C1=CC=CC=C1)C1CCN(CC1)S(=O)(=O)C1=CC(=C(C=C1)Cl)Cl 4-Benzyl-1-((3,4-dichlorophenyl)sulfonyl)piperidine